5-(7-ethyl-2-methyl-2H-pyrazolo[4,3-b]pyridin-5-yl)-2-(6-(1-ethylazetidin-3-yl)pyridazin-3-yl)phenol C(C)C=1C=2C(N=C(C1)C=1C=CC(=C(C1)O)C=1N=NC(=CC1)C1CN(C1)CC)=CN(N2)C